FC1(CC(C1)NC(C1=CC(=C(C(=C1)C=1N=NC(=CC1)NC1C[C@@H]2[C@@H](CN(C2)CC2CCOCC2)C1)F)F)=O)F N-(3,3-difluorocyclobutyl)-3,4-difluoro-5-(6-(((3aR,5s,6aS)-2-((tetrahydro-2H-pyran-4-yl)methyl)octahydrocyclopenta[c]pyrrol-5-yl)amino)pyridazin-3-yl)benzamide